6-[(tert-butoxy)carbonyl]-6-azaspiro[3.5]nonane-2-carboxylic acid C(C)(C)(C)OC(=O)N1CC2(CC(C2)C(=O)O)CCC1